B(O)O e-boronic acid